ClC1=NC=C(C(=N1)C1(C(C=CC=C1)N)N)Cl 1-(2,5-dichloropyrimidin-4-yl)benzene-1,2-diamine